C1(CCC1)OC(=O)NC(SC)=NC(=O)OC1CCC1 1,3-bis(cyclobutyloxycarbonyl)-2-methyl-2-thiopseudourea